FC1=CC=C2C=NNC2=C1C 6-fluoro-7-methyl-1H-indazole